cis-2-bromo-7-fluoro-5-(5-fluoro-3-pyridyl)-6,7-dihydro-5H-pyrrolo[1,2-b][1,2,4]triazole BrC=1N=C2N(N1)[C@@H](C[C@@H]2F)C=2C=NC=C(C2)F